C1N(CC12CCOCC2)C2=CC=C(C=C2)N2N=NC1=C2C=C(C(=C1C(F)(F)F)F)B(O)O (1-(4-(7-oxa-2-azaspiro[3.5]non-2-yl)phenyl)-5-fluoro-4-(trifluoromethyl)-1H-benzo[d][1,2,3]triazol-6-yl)boronic acid